diazazol-5(4H)-one N1N=NCC1=O